5-(2-methoxyethoxy)-1-((4-methylpyridin-2-yl)methyl)-1H-indole-2-carboxylic Acid COCCOC=1C=C2C=C(N(C2=CC1)CC1=NC=CC(=C1)C)C(=O)O